(+)-trans-Ethyl 2-(((5-(4-cyano-3-fluorophenyl)-1-(4-methoxyphenyl)-1H-pyrazol-3-yl)amino)methyl)cyclopropane-1-carboxylate C(#N)C1=C(C=C(C=C1)C1=CC(=NN1C1=CC=C(C=C1)OC)NC[C@H]1[C@@H](C1)C(=O)OCC)F